1,4-diaminobut-2-en NCC=CCN